N1=C(C=CC(=C1)C(C(=O)NC1=NC=C(C(=C1)Br)Cl)C)C=1C=NC=CC1 2-([2,3'-bipyridine]-5-yl)-N-(4-bromo-5-chloropyridin-2-yl)Propionamide